Acetic acid 2-[4-(6-chloro-9-ethyl-1-methyl-9H-pyrido[3,4-b]indol-8-yl)-pyrazol-1-yl]-ethyl ester ClC=1C=C2C3=C(N(C2=C(C1)C=1C=NN(C1)CCOC(C)=O)CC)C(=NC=C3)C